C[C@@]1(CN(CCC1)CC1=NC=C(C=N1)NC1=CC=C(C=C1)C1=CC2=C(N=CN=C2N2CCOCC2)N1)NC(C=C)=O (R)-N-(3-methyl-1-((5-((4-(4-morpholino-7H-pyrrolo[2,3-d]pyrimidin-6-yl)phenyl)amino)pyrimidin-2-yl)methyl)piperidin-3-yl)acrylamide